5-Chloro-2-fluoro-4-methoxy-benzenesulfonyl Chloride ClC=1C(=CC(=C(C1)S(=O)(=O)Cl)F)OC